ClC=1C(=NC(=NC1)NC1=C(C=C(C=C1)C(=O)N1CCC(CC1)N(C)C)OC)C=1C=NN(C1)C(C)C (4-((5-chloro-4-(1-isopropyl-1H-pyrazol-4-yl)pyrimidin-2-yl)amino)-3-methoxyphenyl)(4-(dimethylamino)piperidin-1-yl)methanone